COC(=O)C1(CN(CC1)C)NC1=C2C(=NC=C1[N+](=O)[O-])N(C=C2)S(=O)(=O)C2=CC=CC=C2 1-methyl-3-((5-nitro-1-(benzenesulfonyl)-1H-pyrrolo[2,3-b]pyridin-4-yl)amino)pyrrolidine-3-carboxylic acid methyl ester